C(CC)OC(=O)COC(=O)C1C2C3C4C=CC(C3C(C1)C2)C4 8-(n-propoxycarbonylmethyloxycarbonyl)-tetracyclo[4.4.0.12,5.17,10]-3-dodecene